4-(trifluoromethyl)-1,1'-biphenyl FC(C1=CC=C(C=C1)C1=CC=CC=C1)(F)F